C(CCCCCCCCCCCCCCCCCCCCCCCCCCCC)(=O)OCCCCCCCCCCCCCCCCCCCCCC behenyl nonacosanoate